C1(CCCCC1)CC1=C(OC2=C(C=CC=C2C1=O)NS(=O)(=O)C)C(=O)N (cyclohexylmethyl)-8-(methylsulfonamido)-4-oxo-4h-chromene-2-carboxamide